FC=1C=C(C(=O)NC2=NC(=CC=C2)C)C=C(C1F)C1=CC=NN1C 3,4-difluoro-5-(1-methyl-1H-pyrazol-5-yl)-N-(6-methylpyridin-2-yl)benzamide